N-[(3R,5S)-1-(8-cyano-quinoxalin-5-yl)-5-fluoro-piperidin-3-yl]-2-(4-methyl-piperazin-1-yl)-acetamide C(#N)C=1C=CC(=C2N=CC=NC12)N1C[C@@H](C[C@@H](C1)F)NC(CN1CCN(CC1)C)=O